C(CCCCCCCCCCCCCCCCC)(=O)OC[C@H](COP(=O)(OCCNC(CCCC(=O)NCC1=CC=C(C=C1)C(=O)OC1=CC=C(C=C1)CO)=O)O)OC(CCCCCCCCCCCCCCCCC)=O (2R)-3-((Hydroxy(2-(5-((4-((4-(hydroxymethyl)phenoxy)carbonyl)benzyl)amino)-5-oxopentanamido)ethoxy)phosphoryl)oxy)propane-1,2-diyl distearate